(S)-2,4-difluoro-N-(2-methoxy-5-(7-(3-methylmorpholino)thiazolo[5,4-d]pyrimidin-2-yl)pyridin-3-yl)benzenesulfonamide oxazazolefumarate O1N=NC(=C1)\C(=C/C(=O)O)\C(=O)O.FC1=C(C=CC(=C1)F)S(=O)(=O)NC=1C(=NC=C(C1)C=1SC=2N=CN=C(C2N1)N1[C@H](COCC1)C)OC